C1=C(C=CC2=CC=CC=C12)C1=CC=C(C=C1)C1=NC(=NC(=N1)C1=CC=CC=C1)C1=CC=CC2=C1C1=CC=CC=C1C21C2=CC=CC=C2OC=2C=CC=CC12 2-[4-(2-naphthalenyl)phenyl]-4-phenyl-6-spiro[9H-fluorene-9,9'-[9H]xanthene]-4-yl-1,3,5-triazine